3-((2-(1H-isoindol-1-yl)-1H-benzimidazol-5-yl)carbamoyl)benzoic acid methyl ester COC(C1=CC(=CC=C1)C(NC1=CC2=C(NC(=N2)C2N=CC3=CC=CC=C23)C=C1)=O)=O